1-(2-((tetrahydro-2H-pyran-2-yl)oxy)ethyl)-1H-indole O1C(CCCC1)OCCN1C=CC2=CC=CC=C12